bis(4-(4-cyanato-3-(2-propenyl)phenoxy)phenyl)sulfone O(C#N)C1=C(C=C(OC2=CC=C(C=C2)S(=O)(=O)C2=CC=C(C=C2)OC2=CC(=C(C=C2)OC#N)CC=C)C=C1)CC=C